tert-Butyl peroxy-isobutyrate C(C(C)C)(=O)OOC(C)(C)C